FC=1C(=NC=CC1)CNC1=NC=CC2=C1N=C(O2)CCNCCC2=NC1=C(N2C2=CC=CC=C2)C=CC=C1 N-((3-fluoropyridin-2-yl)methyl)-2-(2-((2-(1-phenyl-1H-benzo[d]imidazol-2-yl)ethyl)amino)ethyl)oxazolo[4,5-c]pyridin-4-amine